3-(6-(1-methyl-1,2,3,6-tetrahydropyridin-4-yl)pyridazin-3-yl)naphthalene-2,7-diol-TFA salt OC(=O)C(F)(F)F.CN1CCC(=CC1)C1=CC=C(N=N1)C=1C(=CC2=CC(=CC=C2C1)O)O